4-[[(2R,3R,4S,5R)-3-(3,4-Difluoro-2-methoxy-phenyl)-4,5-dimethyl-5-(trifluoromethyl)tetrahydrofuran-2-carbonyl]amino]-6-fluoro-pyridin-2-carboxamid FC=1C(=C(C=CC1F)[C@@H]1[C@@H](O[C@]([C@H]1C)(C(F)(F)F)C)C(=O)NC1=CC(=NC(=C1)F)C(=O)N)OC